(S)-6-morpholino-2-azaspiro[3.4]octane-2-carboxylic acid tert-butyl ester C(C)(C)(C)OC(=O)N1CC2(C1)C[C@H](CC2)N2CCOCC2